1-hydroxyethane-1,1-diphosphonate disodium [Na+].[Na+].OC(C)(P([O-])(=O)[O-])P(O)(=O)O